5-(3,4-dimethoxyphenyl)-imidazole COC=1C=C(C=CC1OC)C1=CN=CN1